ClC=1C=C(C(=O)NC2CC23CCN(CC3)CCC(C)(C)C)C=CC1 3-chloro-N-(6-(3,3-dimethylbutyl)-6-azaspiro[2.5]oct-1-yl)benzamide